2-((2R,5S)-2-(2-(1-ethylpiperidin-4-yl)benzo[d]thiazol-5-yl)-5-methylpiperidin-1-yl)-2-oxo-N-(1-(tetrahydro-2H-pyran-2-yl)-1H-pyrazolo[4,3-c]pyridin-7-yl)acetamide C(C)N1CCC(CC1)C=1SC2=C(N1)C=C(C=C2)[C@@H]2N(C[C@H](CC2)C)C(C(=O)NC=2C1=C(C=NC2)C=NN1C1OCCCC1)=O